(4-bromophenyl)(3-nitrophenyl)methanol BrC1=CC=C(C=C1)C(O)C1=CC(=CC=C1)[N+](=O)[O-]